BrC1=C(C=C(OCCCC2(CCNCC2)F)C=C1)C 4-[3-(4-bromo-3-methyl-phenoxy)propyl]-4-fluoro-piperidine